C1(CCCCC1)P(C1=C(C=CC=C1[Pd]C1(C(=CC=CC1)C1=CC=CC=C1)N)C1=C(C=CC=C1OC(C)C)OC(C)C)C1CCCCC1 (2-dicyclohexylphosphino-2',6'-diisopropoxy-1,1'-biphenylyl)(2-amino-1,1'-biphenyl-2-yl)palladium(II)